[OH-].[V+2].[OH-] Vanadium (II) hydroxide